(S)-2-Fluoro-4-(3-(methyl(1-methylazetidin-3-yl)amino)-3-(3-(trifluoromethyl)-phenethyl)piperidin-1-yl)-N-(pyrimidin-4-yl)benzenesulfonamide FC1=C(C=CC(=C1)N1C[C@@](CCC1)(CCC1=CC(=CC=C1)C(F)(F)F)N(C1CN(C1)C)C)S(=O)(=O)NC1=NC=NC=C1